2-methyl-1-(2-((2-phenyl-7-((tetrahydro-2H-pyran-4-yl)amino)-1H-indol-5-yl)methoxy)ethoxy)propan-2-oloximinooxygen CC(C(ON=O)OCCOCC=1C=C2C=C(NC2=C(C1)NC1CCOCC1)C1=CC=CC=C1)(C)O